(2R,3R,E)-ethyl 2-amino-3-hydroxyoctadec-4-enoate N[C@@H](C(=O)OCC)[C@@H](\C=C\CCCCCCCCCCCCC)O